5-Methyl-N4-(4-chloro-[3-(1,1-dimethylethylsulfonamido)]phenyl)-N2-[4-(1-methylpiperidin-4-yl)phenyl]pyrimidine-2,4-diamine CC=1C(=NC(=NC1)NC1=CC=C(C=C1)C1CCN(CC1)C)NC1=CC(=C(C=C1)Cl)NS(=O)(=O)C(C)(C)C